IC1=C(C(=CC(=C1)C(C(F)(F)F)(C(F)(F)F)F)C(F)(F)F)NC(=O)C=1C=C(C=CC1)NC(C1=CC=CC=C1)=O N-(3-(2-iodo-4-(perfluoropropan-2-yl)-6-(trifluoromethyl)phenylcarbamoyl)phenyl)benzamide